(R)-(1-((3-(4-aminoimidazo[2,1-f][1,2,4]triazin-7-yl)-4-methylphenyl)sulfonyl)piperazin-2-yl)methanol NC1=NC=NN2C1=NC=C2C=2C=C(C=CC2C)S(=O)(=O)N2[C@H](CNCC2)CO